BrCC=1N=CC2=CC=C(C=C2C1)C(=O)OC methyl 3-(bromomethyl)isoquinoline-6-carboxylate